2,2'-bithiophene-5-carboxylate potassium salt [K+].S1C(=CC=C1C(=O)[O-])C=1SC=CC1